OCC1=CC=C(O1)C1=NC=2C(=C3C(=NC2)N(C=C3)S(=O)(=O)C3=CC=CC=C3)N1C1=CC=C(C#N)C=C1 4-(2-(5-(hydroxymethyl)furan-2-yl)-6-(benzenesulfonyl)imidazo[4,5-d]Pyrrolo[2,3-b]Pyridin-1(6H)-yl)benzonitrile